CS(=O)(=O)CC1CCN(CC1)C(=O)OC(C)(C)C tert-Butyl 4-((methylsulfonyl)methyl)piperidine-1-carboxylate